ClC1=CC=C2C(=N1)N(C=C2C=2C(=NC=CC2)NC(OC(C)(C)C)=O)COCC[Si](C)(C)C tert-butyl N-[3-(6-chloro-1-[[2-(trimethylsilyl)ethoxy]methyl]pyrrolo[2,3-b]pyridin-3-yl)pyridin-2-yl]carbamate